2-{3-[(2R,6S)-2,6-Dimethylmorpholin-4-carbonyl]-5,6-dihydrocyclopenta[c]pyrazol-1(4H)-yl}-1-{4-[2-methyl-3-(trifluoromethyl)phenyl]piperidin-1-yl}ethan-1-on C[C@@H]1CN(C[C@@H](O1)C)C(=O)C=1C2=C(N(N1)CC(=O)N1CCC(CC1)C1=C(C(=CC=C1)C(F)(F)F)C)CCC2